(S)-{[2-(6,7-dimethoxyquinazolin-4-yl)-2-azaspiro[3.3]heptan-6-yl]methyl}(imino)methyl-λ6-sulfanone COC=1C=C2C(=NC=NC2=CC1OC)N1CC2(C1)CC(C2)C[SH2](=O)C=N